ClC1=CC=C(S1)CNC1=CC(=NN1C(C1=C(C=CC=C1)OC)=O)C1(CCNCC1)C N-[(5-Chlorothiophen-2-yl)methyl]-1-(2-methoxybenzoyl)-3-(4-methylpiperidin-4-yl)-1H-pyrazol-5-amin